N-Phenyl-6-{4-[1-(propan-2-yl)piperidin-4-yl]-1,4-diazepan-1-yl}pyridine-2-carboxamide C1(=CC=CC=C1)NC(=O)C1=NC(=CC=C1)N1CCN(CCC1)C1CCN(CC1)C(C)C